ClC=1C2=CN(N=C2C=CC1C1=CN(C2=NC(=CN=C21)N2C1CC(CC2CCC1)NC(OC(C)(C)C)=O)COCC[Si](C)(C)C)C tert-Butyl N-{9-[7-(4-chloro-2-methyl-2H-indazol-5-yl)-5-{[2-(trimethylsilyl) ethoxy]methyl}-5H-pyrrolo[2,3-b]pyrazin-3-yl]-9-azabicyclo[3.3.1]nonan-3-yl}carbamate